FC1=CC(=CC2=CN(N=C12)C)N1CC2=C(C1=O)C=C(S2)C2CCNCC2 5-(7-fluoro-2-methylindazol-5-yl)-2-(piperidin-4-yl)-6H-thieno[2,3-c]pyrrol-4-one